4'-Vinyl-5'-O-[bis(4-methoxyphenoxy)phosphinyl]cytidin C(=C)[C@]1([C@H]([C@H]([C@@H](O1)N1C(=O)N=C(N)C=C1)O)O)COP(=O)(OC1=CC=C(C=C1)OC)OC1=CC=C(C=C1)OC